FC1=C(N=C2C(=CC=NC2=C1)C1=CC=2C(NCCC2N1)=O)OC 2-(7-fluoro-6-methoxy-1,5-naphthyridin-4-yl)-1h,5h,6h,7h-pyrrolo[3,2-c]Pyridin-4-one